C[Si](O[Si](O[SiH](O[Si](O[Si](C)(C)C)(C)C)C)(C)C)(C)C 1,1,1,3,3,5,7,7,9,9,9-undecamethylpentasiloxane